1-hexyl-3-butylpyrrolium methanesulfonate CS(=O)(=O)[O-].C(CCCCC)[NH+]1C=C(C=C1)CCCC